ClC1=NC=2N(C(=C1)NC1=NC=CC(=C1)NC(C=C)=O)N=CC2 N-(2-((5-Chloropyrazolo[1,5-a]pyrimidin-7-yl)amino)pyridin-4-yl)acrylamide